(4S)-4-(((benzyloxy)carbonyl)amino)-5-(((2S)-1-((2-methyl-5-(pyrrolidin-3-ylmethoxy)benzyl)amino)-1-oxo-4-phenylbutan-2-yl)amino)-5-oxopentanoic acid C(C1=CC=CC=C1)OC(=O)N[C@@H](CCC(=O)O)C(=O)N[C@H](C(=O)NCC1=C(C=CC(=C1)OCC1CNCC1)C)CCC1=CC=CC=C1